iron tris(n-butyl propionylacetate) C(CCC)C(C(=O)[O-])C(CC)=O.C(CCC)C(C(=O)[O-])C(CC)=O.C(CCC)C(C(=O)[O-])C(CC)=O.[Fe+3]